methyl (3-fluorobenzyl) oxalate C(C(=O)OCC1=CC(=CC=C1)F)(=O)OC